CC1(C)SS1 propane-2,2-diyl disulfide